(S)-5-bromo-2-(1-((tert-butyldimethylsilyl)oxy)propyl)-4-methylpyridine BrC=1C(=CC(=NC1)[C@H](CC)O[Si](C)(C)C(C)(C)C)C